(3R,5R)-1-{2-[1-(cyclopropylmethyl)-1H-indol-2-yl]-7-methoxy-1-[(1-methyl-1H-pyrazol-5-yl)methyl]-1H-1,3-benzodiazole-5-carbonyl}-5-fluoropiperidin-3-amine C1(CC1)CN1C(=CC2=CC=CC=C12)C1=NC2=C(N1CC1=CC=NN1C)C(=CC(=C2)C(=O)N2C[C@@H](C[C@H](C2)F)N)OC